methyl 3-oxocyclobutane-1-carboxylate O=C1CC(C1)C(=O)OC